Cl.FC1=C(C=CC(=C1F)OC)C1=CN=C(N1C)C(=O)N 5-(2,3-difluoro-4-methoxy-phenyl)-1-methyl-imidazole-2-carboxamide hydrochloride